ClC=1C=C(C=CC1F)[C@@H](NC(=O)[C@H]1NC(NC1)=O)C1=CC=C(C=C1)S(=O)(=O)C (S)-N-((S)-(3-chloro-4-fluorophenyl)(4-(methylsulfonyl)phenyl)methyl)-2-oxo-imidazolidine-4-carboxamide